FC1=CC=C(OC2=CC=C(C=C2)C=2C(=NC=CC2)C#N)C=C1 4-(4-fluorophenoxy)phenyl-picolinonitrile